O[C@@H]1C[C@@H](CCC1)NC1=NC(=NC=C1C(=O)N)NC1(CCC(CC1)OC)C 4-((1R,3S)-3-hydroxycyclohexylamino)-2-((1r,4R)-4-methoxy-1-methylcyclohexylamino)pyrimidine-5-carboxamide